OC1=CC=C(C=C1)C1=C(C(=C(C(=C1C(C)C)C1=CC=C(C=C1)O)C(C)C)C1=CC=C(C=C1)O)C(C)C tris(4-hydroxyphenyl)1,3,5-triisopropylbenzene